C1(CC1)C1=C(C(=NO1)C1=C(C=NC=C1Cl)Cl)C1=CC2(C1)CCN(CC2)C=2SC1=C(N2)C(=CC(=C1)C(=O)O)C 2-(2-(5-cyclopropyl-3-(3,5-dichloropyridin-4-yl)isoxazol-4-yl)-7-azaspiro[3.5]non-1-en-7-yl)-4-methylbenzo[d]thiazole-6-carboxylic acid